N1N=CC(=C1)C=1C=C(CN2CCC3(CC2)COC2=CC=4C(N(CC4C=C23)C2C(NC(CC2)=O)=O)=O)C=CC1 3-(1'-(3-(1H-pyrazol-4-yl)benzyl)-7-oxo-5,7-dihydro-2H,6H-spiro[furo[2,3-f]isoindole-3,4'-piperidin]-6-yl)piperidine-2,6-dione